[6-(3-cyclopropyl-1,2,4-triazol-1-yl)-2-azaspiro[3.3]heptan-2-yl]-[6-[(2,4-difluorophenyl)methyl]-2-azaspiro[3.3]heptan-2-yl]methanone C1(CC1)C1=NN(C=N1)C1CC2(CN(C2)C(=O)N2CC3(C2)CC(C3)CC3=C(C=C(C=C3)F)F)C1